8-[(1R)-1-[(2-Benzylsulfanyl-6-chloro-3-pyridyl)oxy]ethyl]-3,6-dimethyl-2-(2-methylindazol-5-yl)chromen-4-one C(C1=CC=CC=C1)SC1=NC(=CC=C1O[C@H](C)C=1C=C(C=C2C(C(=C(OC12)C1=CC2=CN(N=C2C=C1)C)C)=O)C)Cl